[1-[(2-chloro-5-oxido-6,7-dihydro-thieno[3,2-d]pyrimidin-5-ium-4-yl)amino]cyclobutyl]meth-anol ClC=1N=C(C2=C(N1)CC[S+]2[O-])NC2(CCC2)CO